CN1C(N(C2=C1C=C(C=C2)N2CCC1(CNC1)CC2)C2C(NC(CC2)=O)=O)=O 3-(3-methyl-2-oxo-5-(2,7-diazaspiro[3.5]nonan-7-yl)-2,3-dihydro-1H-benzo[d]imidazol-1-yl)piperidine-2,6-dione